methyl 6-chloro-1-methyl-2-oxo-1,2-dihydropyridine-3-carboxylate ClC1=CC=C(C(N1C)=O)C(=O)OC